(3-amino-6-(2,5-dimethyl-1,2,3,4-tetrahydroisoquinolin-7-yl)pyrazin-2-yl)-N-(2-methoxyethyl)-N-methyl-1H-pyrazole-4-carboxamide NC=1C(=NC(=CN1)C1=CC(=C2CCN(CC2=C1)C)C)N1N=CC(=C1)C(=O)N(C)CCOC